NCC(=O)N1C(C=2N(CC1)C(=C(N2)C2=CC(=C(C=C2)F)F)NC2=CC=C(C=C2)OC)(C)C 2-amino-1-(2-(3,4-difluorophenyl)-3-((4-methoxyphenyl)amino)-8,8-dimethyl-5,6-dihydroimidazo[1,2-a]pyrazin-7(8H)-yl)ethan-1-one